(1,1-dioxidothiomorpholino)methanone O=S1(CCN(CC1)C=O)=O